BrC1=CC(=NC=C1)CNC(=O)C=1C=C2[C@](COCC2=CC1)(C)C#N (4R)-N-[(4-bromo-2-pyridyl)methyl]-4-cyano-4-methyl-isochromane-6-carboxamide